CC1=NC2=C(N1)C=C(C=C2)C2=CC=C(C=C2)C2=CC=C(C=C2)CSC 2-Methyl-6-(4'-((Methylthio)Methyl)-[1,1'-Biphenyl]-4-yl)-1H-benzo[d]Imidazol